4,6-dichloro-2-(4-azaspiro[2.4]hept-4-yl)nicotinic acid ClC1=CC(=NC(=C1C(=O)O)N1C2(CC2)CCC1)Cl